BrC=1C=C(N(N1)C1C(C1)(F)F)C(=O)OC methyl 5-bromo-2-(2,2-difluorocyclopropyl)pyrazole-3-carboxylate